C(C)N(C=NC1=C(C=C(C(=C1)C)C1(COC1)OCC1=CC=C(C=C1)C)F)C N-ethyl-N'-(2-fluoro-5-methyl-4-(3-((4-methylbenzyl)oxy)oxetan-3-yl)phenyl)-N-methylformimidamide